C1(CCCC1)NC1=CC=C2C(NC(=NC2=C1)CSC1CCN(CC1)CCC(F)(F)F)=O 7-(Cyclopentylamino)-2-(((1-(3,3,3-trifluoropropyl)piperidin-4-yl)thio)methyl)quinazolin-4(3H)-one